[S-2].[La+3].[Ga+3].[S-2].[S-2] gallium-lanthanum sulfide